FC1CN(CCC1C1=CC=CC=2N(C(N(C21)C)=O)C2C(N(C(CC2)=O)CC2=CC=C(C=C2)OC)=O)C(=O)OC(C)(C)C Tert-butyl 3-fluoro-4-[1-[1-[(4-methoxyphenyl)methyl]-2,6-dioxo-3-piperidyl]-3-methyl-2-oxo-benzimidazol-4-yl]piperidine-1-carboxylate